α-Difluoromethylornithine FC([C@](N)(CCCN)C(=O)O)F